FC=1C=C(C=C(C1)F)N[C@H](C)C=1C=C(C=C2C(C=C(OC12)N1CCOCC1)=O)C(=O)N(C)C 8-((1R)-1-(3,5-difluorophenylamino)ethyl)-N,N-dimethyl-2-morpholino-4-oxo-4H-chromene-6-carboxamide